alpha-chloroacrylic acid-1-adamantyl ester C12(CC3CC(CC(C1)C3)C2)OC(C(=C)Cl)=O